ethyl 2-(5-cyano-4-methylpyridin-2-yl)-5-methyl-2H-1,2,3-triazole-4-carboxylate C(#N)C=1C(=CC(=NC1)N1N=C(C(=N1)C(=O)OCC)C)C